amino-2-hydroxypropyl-sulfonic acid NCC(CS(=O)(=O)O)O